2-methyl-4h,5h,6h-cyclopenta[b]thiophen-3-amine hydrochloride Cl.CC1=C(C2=C(S1)CCC2)N